O1COC2=CC3=C(N=C(S3)CNC(=O)C3(CC4=CC=CC=C4C3)CC(=O)O)C=C21 2-[2-([1,3]dioxolo[4,5-f][1,3]benzothiazol-6-ylmethyl-carbamoyl)indan-2-yl]acetic acid